5-(3-(4-((3-fluoro-5-(trifluoro-methoxy)benzyl)amino)butoxy)azetidin-1-yl)benzo[c][2,6]naphthyridine FC=1C=C(CNCCCCOC2CN(C2)C2=NC3=C(C4=CN=CC=C24)C=CC=C3)C=C(C1)OC(F)(F)F